COC(=O)C1=C(C=NC=C1)NC[C@@H]1CCOC2=C1C=CC(=C2)C2(CC2)C2=CC=CC=C2 3-({[(4R)-7-(1-phenylcyclopropyl)-3,4-dihydro-2H-1-benzopyran-4-yl]methyl}amino)pyridine-4-carboxylic acid methyl ester